tert-butyl (S)-5-chloro-8-methoxy-1-((2-oxo-4-(trifluoromethyl)-2,5-dihydro-1H-pyrrol-1-yl) methyl)-3,4-dihydroisoquinoline-2(1H)-carboxylate ClC1=C2CCN([C@@H](C2=C(C=C1)OC)CN1C(C=C(C1)C(F)(F)F)=O)C(=O)OC(C)(C)C